BrC=1NC2=CC=CC=3C4=C[C@H](CN([C@@H]4CC1C32)C([2H])([2H])[2H])C(=O)N(CC)CC (6aR,9R)-5-bromo-N,N-diethyl-7-(methyl-d3)-4,6,6a,7,8,9-hexahydroindolo[4,3-fg]quinoline-9-carboxamide